N-[(1R,2S)-2-hydroxycyclopentyl]-2,6-dimethoxy-4-[5-(1-methylpyrazol-4-yl)benzimidazol-1-yl]benzamide O[C@@H]1[C@@H](CCC1)NC(C1=C(C=C(C=C1OC)N1C=NC2=C1C=CC(=C2)C=2C=NN(C2)C)OC)=O